tert-butyl (2-amino-5-(4-(4-methyl-2-oxopiperazin-1-yl)piperidin-1-yl)phenyl)carbamate NC1=C(C=C(C=C1)N1CCC(CC1)N1C(CN(CC1)C)=O)NC(OC(C)(C)C)=O